[(1S)-1-[4-({2-chloro-7-[(1S)-1-methoxyethyl]-[1,2,4]triazolo[1,5-a]pyrimidin-6-yl}amino)phenyl]-2,2,2-trifluoroethyl]-1-methanesulfonyl-N-methylpiperidine-3-carboxamide ClC1=NN2C(N=CC(=C2[C@H](C)OC)NC2=CC=C(C=C2)[C@H](C(F)(F)F)C2N(CCCC2C(=O)NC)S(=O)(=O)C)=N1